BrC=1C=CC(=C(C1)NC(OCC)=O)Cl ethyl (5-bromo-2-chlorophenyl)carbamate